BrC1=C(C=C(C=C1)C=1CCN(CC1)B1OC(C(O1)(C)C)(C)C)C 4-(4-bromo-3-methylphenyl)-1-(4,4,5,5-tetramethyl-1,3,2-dioxaborolan-2-yl)-3,6-dihydro-2H-pyridine